sodium tetrafluoroaluminate F[Al-](F)(F)F.[Na+]